rac-(S)-7-Bromo-2',4'-dichloro-3'-(trimethylsilyl)-3,4,5',8'-tetrahydro-2H-spiro[naphthalene-1,7'-pyrano[4,3-b]pyridine] BrC1=CC=C2CCC[C@]3(CC4=NC(=C(C(=C4CO3)Cl)[Si](C)(C)C)Cl)C2=C1 |r|